4-[1-[2-[3-(difluoromethyl)-5-(tri-fluoromethyl)pyrazol-1-yl]acetyl]-4-piperidyl]-N-tetralin-1-yl-pyridine-2-carboxamide FC(C1=NN(C(=C1)C(F)(F)F)CC(=O)N1CCC(CC1)C1=CC(=NC=C1)C(=O)NC1CCCC2=CC=CC=C12)F